N-(7-methyltetrazolo[1,5-a]pyridin-6-yl)-1,1-diphenylmethanimine CC1=CC=2N(C=C1N=C(C1=CC=CC=C1)C1=CC=CC=C1)N=NN2